C1CCCCC1 trans-cyclohexane